N-(5-(hydroxymethyl)pyridin-2-yl)acetamide OCC=1C=CC(=NC1)NC(C)=O